C1CCC2=C(C=CC=C12)C1=NC(=NO1)[C@@H]1CC12CCN(CC2)S(=O)(=O)N (1R)-1-[5-(2,3-dihydro-1H-inden-4-yl)-1,2,4-oxadiazol-3-yl]-6-azaspiro[2.5]octane-6-sulfonamide